C(C)(C)(C)OC(N(C)C1=C(C(=CC=C1F)N(C(C1=C(C=CC(=C1)NC(=O)[C@@H]1C([C@H]1C1=CC(=C(C=C1)Cl)Cl)(Cl)Cl)Cl)=O)C)F)=O Trans-(3-(2-chloro-5-(2,2-dichloro-3-(3,4-dichlorophenyl)cyclopropane-1-carboxamido)-N-methylbenzamido)-2,6-difluorophenyl)(methyl)carbamic acid tert-butyl ester